NC=1C=NC=CC1CCC(C(=O)O)(C)C 4-(3-amino-4-pyridinyl)-2,2-dimethyl-butyric acid